4-(((6-chloro-3-nitropyridin-2-yl)amino)methyl)tetrahydro-2H-pyran-4-ol ClC1=CC=C(C(=N1)NCC1(CCOCC1)O)[N+](=O)[O-]